4-amino-2-(2-fluoro-4-(tert-pentyl)phenyl)-6-methylpyrimidine-5-carboxylic acid NC1=NC(=NC(=C1C(=O)O)C)C1=C(C=C(C=C1)C(C)(C)CC)F